COC(=O)C=1C(N(N=C(C1)C1=CC=C(C=C1)Cl)C=1C=NSC1)=O.CS(=O)(=O)OF perfluoro methyl-sulfonate Methyl-6-(4-chlorophenyl)-3-oxo-2-(1,2-thiazol-4-yl)-2,3-dihydropyridazine-4-carboxylate